(methoxyethoxy)silane COCCO[SiH3]